The molecule is dizwitterionic form of Ile(5)-angiotensin II (1-7) having both carboxy groups deprotonated and the aspartyl amino group and arginine side-chain protonated. It is a tautomer of an Ile(5)-angiotensin II (1-7). CC[C@H](C)[C@@H](C(=O)N[C@@H](CC1=CN=CN1)C(=O)N2CCC[C@H]2C(=O)[O-])NC(=O)[C@H](CC3=CC=C(C=C3)O)NC(=O)[C@H](C(C)C)NC(=O)[C@H](CCC[NH+]=C(N)N)NC(=O)[C@H](CC(=O)[O-])[NH3+]